FC(C(OC(F)(F)F)F)(OC)F 1,1,2-Trifluoro-1-methoxy-2-(trifluoromethoxy)ethane